C1(=CC=CC2=CC=CC=C12)C1=C(C=CC(=C1)NC1=CC=CC=C1)C1=CC=C(C=C1)NC1=CC=CC=C1 (1-naphthalenyl)-N,N'-bis-phenyl-(1,1'-biphenyl)-4,4'-diamine